C(C)(C)(C)OC(CC[C@@](C)(C#N)C1=CC=C(C=C1)C=1CCN(CC1)C(=O)OC(C)(C)C)=O tert-butyl (R)-4-(4-(5-(tertbutoxy)-2-cyano-5-oxopentan-2-yl)phenyl)-3,6-dihydropyridine-1(2H)-carboxylate